COC1=CC=C(C=C1)CN(S(=O)(=O)C1=C(C=C(C=C1)CC1=C(C(=CN1C1=CC(=CC=C1)Br)C(=O)O)CC1CC1)F)CC1=CC=C(C=C1)OC 5-[[4-[bis[(4-methoxyphenyl)methyl]sulfamoyl]-3-fluoro-phenyl]methyl]-1-(3-bromophenyl)-4-(cyclopropylmethyl)pyrrole-3-carboxylic acid